FC(C=1C=CC2=C(NC(N=C2)=O)N1)(F)F 7-(trifluoromethyl)pyrido[2,3-d]-pyrimidin-2(1H)-one